FC1(CC(C1)C(C=CS(=O)(=O)C)NC(=O)C=1C(=NC(=NC1)C(C)(F)F)OC1=CC=CC=C1)F N-(1-(3,3-difluorocyclobutyl)-3-(methylsulfonyl)allyl)-2-(1,1-difluoroethyl)-4-phenoxypyrimidine-5-carboxamide